F[P-](F)(F)(F)(F)F.[SH3+] sulfonium hexafluorophosphat